2-hydroxy-1-hydroxy-ethyl acrylate C(C=C)(=O)OC(CO)O